P(=O)(O)(O)P(=O)(O)O.C(C)N1CCCCC1 N-ethyl-piperidine hypophosphate